ClCCOC1=C(C=CC=C1)Br β-chloro-(bromo)phenetole